[4-[1-(2,6-dioxo-3-piperidyl)-3-methyl-2-oxo-benzimidazol-4-yl] cyclohexyl]carbamate O=C1NC(CCC1N1C(N(C2=C1C=CC=C2C2CCC(CC2)NC([O-])=O)C)=O)=O